COC(=O)C1=CN(C(C=C1N)=O)C1(CC1)C.CC1=C(C(=O)N[C@H](C)C2=CC=CC3=CC=CC=C23)C=C(C=C1)NC(CNC1=CC=NC=C1)=O (R)-2-methyl-N-(1-(naphthalen-1-yl)ethyl)-5-(2-(pyridin-4-ylamino)acetamido)benzamide methyl-4-amino-1-(1-methylcyclopropyl)-6-oxo-1,6-dihydropyridine-3-carboxylate